5-[1-(4-methoxybenzyl)-5-methyl-1H-pyrazol-4-yl]Thiophene-2-carboxylic acid methyl ester COC(=O)C=1SC(=CC1)C=1C=NN(C1C)CC1=CC=C(C=C1)OC